C(C)(C)(C)C(C)(C)N(C(=O)OC(CCCCCCCCC)(O)OC)CCOC1=NC=C(C=C1I)Br (methoxy)decanediol tert-butyl-(2-((5-bromo-3-iodopyridin-2-yl)oxy)ethyl)(isopropyl)carbamate